1-diphenylamino-3,4-dimethylenehex-5-ene scandium gadoleate C(CCCCCCC\C=C/CCCCCCCCCC)(=O)[O-].[Sc+3].C1(=CC=CC=C1)N(CCC(C(C=C)=C)=C)C1=CC=CC=C1.C(CCCCCCC\C=C/CCCCCCCCCC)(=O)[O-].C(CCCCCCC\C=C/CCCCCCCCCC)(=O)[O-]